hept-3-ylmethyl-7-oxabicyclo[4.1.0]Heptan-3-carboxylate CCC(CCCC)C1C2(OC2CCC1C(=O)[O-])C